NCCC1=CC=CC=C1 (S)-2-Amino-1-phenylethan